FC=1C=C(C=CC1)C=1NC(=NN1)CNC1=NC(=NC=2N1N=CC2C(F)(F)F)N2CCOCC2 N-{[5-(3-fluorophenyl)-4H-1,2,4-triazol-3-yl]methyl}-2-(morpholin-4-yl)-8-(trifluoromethyl)pyrazolo[1,5-a][1,3,5]triazin-4-amine